BrC=1C=NC=C(C1NC(OC(C)(C)C)=O)F tert-butyl N-(3-bromo-5-fluoro-4-pyridyl)carbamate